ClC1=CC=C(COC2=C(C=C(C=N2)O)OC)C=C1 6-((4-chlorobenzyl)oxy)-5-methoxypyridin-3-ol